methyl 7-({4-[(2-bromophenyl)amino]-5-carbamoylpyrimidin-2-yl}amino)-6-methoxy-3,4-dihydroisoquinoline-2(1H)-carboxylate BrC1=C(C=CC=C1)NC1=NC(=NC=C1C(N)=O)NC1=C(C=C2CCN(CC2=C1)C(=O)OC)OC